C(C)C1=CC(=NC(=N1)N1C=NC=C1)C(=O)O 6-ethyl-2-(1H-imidazol-1-yl)-pyrimidine-4-carboxylic acid